C(C=C)OC(C(COC(=O)OC(C)Cl)(C)C)=O 3-(1-chloroethoxycarbonyloxy)-2,2-dimethyl-propionic acid allyl ester